tert-butyl ((R)-2-(4-((S)-2-((S)-2-amino-3-methylbutanamido)propanamido)phenyl)-2-hydroxyethyl)carbamate N[C@H](C(=O)N[C@H](C(=O)NC1=CC=C(C=C1)[C@H](CNC(OC(C)(C)C)=O)O)C)C(C)C